NCC1=CC=C(O1)C=CC(CCCCCCC)=O (5-(aminomethyl)furan-2-yl)dec-1-en-3-one